1-(3,4-dimethyl-2-(p-tolyl)-2H-pyrazolo[3,4-d]pyridazin-7-yl)-N-(3-(dimethylamino)propyl)-3-methylpiperidine-4-carboxamide CC=1N(N=C2C(=NN=C(C21)C)N2CC(C(CC2)C(=O)NCCCN(C)C)C)C2=CC=C(C=C2)C